NC1=NC=2C=C(C=CC2C=2C1=CN(N2)CCNC(OC(C)(C)C)=O)C2=CC=NN2C2OCCCC2 tert-butyl (2-(4-amino-7-(1-(tetrahydro-2H-pyran-2-yl)-1H-pyrazol-5-yl)-2H-pyrazolo[4,3-c]quinolin-2-yl)ethyl)carbamate